CN1CCN(CC1)C1CCN(CC1)N1N=CC2=CC=C(C=C12)N (4-(4-methylpiperazin-1-yl)piperidin-1-yl)-1H-indazol-6-amine